C1(=CC=CC=C1)C1=NC(=C(N=C1C1=CC=CC=C1)C1=CC=CC=C1)[Ir](C(C(C(C)(C)C)=O)C(C(C)(C)C)=O)C1=C(N=C(C(=N1)C1=CC=CC=C1)C1=CC=CC=C1)C1=CC=CC=C1 bis(2,3,5-triphenylpyrazinyl)(dipivaloylmethaneyl)iridium (III)